ClC1=C(C=C2C=CN(C2=C1)C1=NC(=CC=C1)C)C(=O)N[C@H]1[C@H]2CC[C@@H](C1)N2C#N 6-chloro-N-((1R,2R,4S)-7-cyano-7-azabicyclo[2.2.1]heptan-2-yl)-1-(6-methyl-2-pyridinyl)-1H-indole-5-carboxamide